1-(4-fluoro-2-methyl-phenyl)-2-oxo-6-(trifluoromethyl)pyridine-3-carboxylic acid FC1=CC(=C(C=C1)N1C(C(=CC=C1C(F)(F)F)C(=O)O)=O)C